N1(N=CN=C1)C1=CC=C(C(=O)N)C=C1 4-(1H-1,2,4-triazol-1-yl)benzamide